quinazoline-4-amine bis(4-methylbenzenesulfonate) CC1=CC=C(C=C1)S(=O)(=O)O.CC1=CC=C(C=C1)S(=O)(=O)O.N1=CN=C(C2=CC=CC=C12)N